ClC=1C2=CN(N=C2C=CC1B1OC(C(O1)(C)C)(C)C)CC(=O)N(C)C 2-(4-Chloro-5-(4,4,5,5-tetramethyl-1,3,2-dioxaborolan-2-yl)-2H-indazol-2-yl)-N,N-dimethylacetamide